COC1=CC=C(CN2N=CC(=C2)C(=O)OCC)C=C1 ethyl 1-(4-methoxybenzyl)-1H-pyrazole-4-carboxylate